(R)-(Z)-2-fluoro-3-((3-methyl-7-(methylthio)-1,1-dioxido-5-phenyl-3-propyl-2,3,4,5-tetrahydro-1,5-benzothiazepin-8-yl)oxy)acrylic acid F\C(\C(=O)O)=C/OC1=CC2=C(N(C[C@](CS2(=O)=O)(CCC)C)C2=CC=CC=C2)C=C1SC